ClC1=C(C=CC=C1)C1=NC2=C(CN(CC2)C2CC3=CC(=CC=C3CC2)CS(=O)(=O)C)N1C 2-(2-chlorophenyl)-3-methyl-5-(7-((methylsulfonyl)methyl)-1,2,3,4-tetrahydronaphthalen-2-yl)-4,5,6,7-tetrahydro-3H-imidazo[4,5-c]pyridine